F[C@@H]1C[C@]2(CCCN2C1)C=O (2R,7aR)-2-fluorotetrahydro-1H-pyrrolizine-7a(5H)-carbaldehyde